COC1(N(CCC1)C=1OC2=C(N1)C=CC(=C2)C=2NC=CC(C2C(=O)O)=O)C 2-(2-(methoxy(methyl)pyrrolidin-1-yl)benzo[d]oxazol-6-yl)-4-oxo-1,4-dihydropyridine-3-carboxylic acid